6-(4-methoxybenzyl)-2-(2-methylpropyl)-8-(morpholin-4-yl)-2,6-dihydroimidazo[1,2-c]pyrido[2,3-e]pyrimidin-5(3H)-one COC1=CC=C(CN2C(N3C(C4=C2C=C(C=N4)N4CCOCC4)=NC(C3)CC(C)C)=O)C=C1